8-amino-2-(4-(hexyloxy)-3-methylphenyl)-7-(naphthalen-1-ylmethyl)-5-oxo-thiazolo[3,2-a]pyridine-3-carboxylic acid NC1=C2N(C(C=C1CC1=CC=CC3=CC=CC=C13)=O)C(=C(S2)C2=CC(=C(C=C2)OCCCCCC)C)C(=O)O